C(#C)C=1C(=CC=C2C=C(C=C(C12)C1=C(C2=NC(=NC(=C2C=N1)N1CC2CCC(C1)N2C(=O)OC(C)(C)C)OCCN2CCN(CC2)C2CCNCC2)F)OCOC)F tert-butyl 3-(8-ethynyl-1',7-difluoro-3-methoxymethoxy-7'-{2-[4-(4-piperidyl)-1-piperazinyl]ethoxy}-3',6',8'-triaza-1,2'-binaphthyl-5'-yl)-3,8-diazabicyclo[3.2.1]octane-8-carboxylate